NCC=1OC2=C(C1)C=C(C=C2C2=C(C=C(C=C2)F)F)C2=C(C=C(C=C2)C(=O)N2CCC(CC2)(F)F)F (4-(2-(aminomethyl)-7-(2,4-difluorophenyl)benzofuran-5-yl)-3-fluorophenyl)(4,4-difluoropiperidin-1-yl)methanone